COC(=O)NC=1C=CC2=C(C3=C(O2)C=C(C=C3)S(=O)(=O)N[C@H](C(=O)O)C(C)C)C1 (S)-2-(8-(methoxycarbonylamino)dibenzo[b,d]furan-3-sulfonamido)-3-methylbutanoic acid